FC(COCC(C)(C)C1=C(C=C(C=C1F)NC(=O)[C@@H]1N(CCC2=CC(=CC=C12)OC)C(CC1=CC(=NO1)O)=O)F)F (1R)-N-(4-(1-(2,2-difluoroethoxy)-2-methylpropan-2-yl)-3,5-difluorophenyl)-2-((3-hydroxy-1,2-oxazol-5-yl)acetyl)-6-methoxy-1,2,3,4-tetrahydro-isoquinoline-1-carboxamide